3-((2-((2-hexyldecyl)oxy)acetoxy)methyl)-5-(hydroxymethyl)benzyl (9Z,12Z)-octadeca-9,12-dienoate C(CCCCCCC\C=C/C\C=C/CCCCC)(=O)OCC1=CC(=CC(=C1)CO)COC(COCC(CCCCCCCC)CCCCCC)=O